2-(Diethylamino)-1-(2,2-difluorobenzo[d][1,3]dioxol-5-yl)propan-1-one C(C)N(C(C(=O)C1=CC2=C(OC(O2)(F)F)C=C1)C)CC